N-[(3R)-2,6-dioxo-3-piperidinyl]-3,4-dihydro-2H-quinoline-4-carboxamide O=C1NC(CC[C@H]1NC(=O)C1CCNC2=CC=CC=C12)=O